N[C@H](CC1=CC=CC=C1)C(=O)N[C@@H](CS)C(=O)N[C@@H](CC1=CC=CC=C1)C(=O)N[C@H](CC1=CNC2=CC=CC=C12)C(=O)N[C@@H](CCCCN)C(=O)N[C@@H]([C@H](O)C)C(=O)N[C@@H](CS)C(=O)NC(C(C)O)CO D-phenylalanyl-L-cysteinyl-L-phenylalanyl-D-tryptophyl-L-lysyl-L-threonyl-N-[2-hydroxy-1-(hydroxymethyl)propyl]-L-cysteinamide